C(C)C(C(C1=CC=CC=C1)=O)(O)C1=CC=CC=C1 α-ethylbenzoin